ClC1=C(C=C(C=2C3=C(NC12)CCNC(C3)=O)NCCCO)Cl 7,8-Dichloro-10-((3-hydroxypropyl)amino)-3,4,5,6-tetrahydroazepino[4,5-b]indol-2(1H)-one